C(#N)C1=C(SC2=C1C(=NC=C2F)C=2C1=C(C=3C=NC(=NC3C2F)N2[C@H]([C@H](CC2)NC)C)COC1)NC(OC(C)(C)C)=O tert-Butyl (3-cyano-7-fluoro-4-(5-fluoro-3-((2S,3S)-2-methyl-3-(methylamino)pyrrolidin-1-yl)-7,9-dihydrofuro[3,4-f]quinazolin-6-yl)thieno[3,2-c]pyridin-2-yl)carbamate